N[C@@H]1C[C@H](CC1)O (1s,3s)-3-aminocyclopentanol